ClC1=CC=C(C=C1)N=C(N(C)C)N1C=NC=C1 N'-(4-chlorophenyl)-N,N-dimethyl-1H-imidazole-1-carboxamidine